[Cl-].O=C1N[C@H]2[C@@H](N1)CSC2CCCC[NH3+] 4-((3aS,6aR)-2-oxohexahydro-1H-thieno[3,4-d]imidazol-4-yl)butan-1-aminium chloride